1,2-diethyl-3,5-dimethylimidazolium C(C)N1C(=[N+](C=C1C)C)CC